ClC1=C(C=CC=C1)[C@H]1N(CCC1)C1=CC(=C(C(=O)N[C@H](C)\C=C\S(=O)(=O)C)C(=C1)F)F 4-((S)-2-(2-Chlorophenyl)pyrrolidin-1-yl)-2,6-difluoro-N-((R,E)-4-(methylsulfonyl)but-3-en-2-yl)benzamide